N-cyclohexyl-2-(4-methoxyphenoxy)-N-(3-thienyl)acetamide C1(CCCCC1)N(C(COC1=CC=C(C=C1)OC)=O)C1=CSC=C1